N-(4-amino-1H-pyrazolo[4,3-c]pyridin-7-yl)-2-oxo-2-[(2R,5S)-5-methyl-2-(2-naphthyl)-1-piperidyl]acetamide NC1=NC=C(C2=C1C=NN2)NC(C(N2[C@H](CC[C@@H](C2)C)C2=CC1=CC=CC=C1C=C2)=O)=O